FC1=C2C=CN(C2=C(C=C1)C(=O)NC1CC2(CCC2)C1)CC1=CC=C(C=C1)C1=CC(=CC=C1)OC (Ra)-6-(4-Fluoro-1-((3'-methoxy-[1,1'-biphenyl]-4-yl)methyl)-1H-indol-7-carboxamido)-spiro[3.3]heptan